2-(4-methoxyphenyl)-3-(5-methylthiazol-4-yl)-6-phenethoxy-1H-inden-1-one COC1=CC=C(C=C1)C=1C(C2=CC(=CC=C2C1C=1N=CSC1C)OCCC1=CC=CC=C1)=O